Cl.C(C)OC1=CC(=CC2=CN(N=C12)C)C=1C=CC(=C(C1)O)C=1N=NC(=CC1)C1CN(C1)C1CCOCC1 5-(7-ethoxy-2-methyl-2H-indazol-5-yl)-2-(6-(1-(tetrahydro-2H-pyran-4-yl)azetidin-3-yl)pyridazin-3-yl)phenol hydrochloride